NC1=NC(=CC(=C1)C[C@@H]1[C@H](N(C1=O)C(=O)N[C@H](CC)C1=CC(=C(C=C1)C)C)C(=O)N(C)C=1C=NN(C1)C)C (2S,3R)-3-((2-amino-6-methylpyridin-4-yl)methyl)-N2-(1-methyl-1H-pyrazol-4-yl)-N1-((R)-1-(3,4-dimethylphenyl)propyl)-N2-methyl-4-oxoazetidine-1,2-dicarboxamide